C(#N)C=1C=C(C=CC1)C=1N=C(SC1C=1C=C2C(=NC=NC2=CC1)C)NC(=O)N1C[C@@H](OCC1)C(C)(C)O |r| racemic-N-[4-(3-cyanophenyl)-5-(4-methylquinazolin-6-yl)thiazol-2-yl]-2-(1-hydroxy-1-methyl-ethyl)morpholine-4-carboxamide